NCCOCCNC1=C2CN(C(C2=CC=C1)=O)C1C(NC(CC1)=O)=O 3-(4-((2-(2-aminoethoxy)ethyl)amino)-1-oxoisoindolin-2-yl)piperidine-2,6-dione